5-chloro-4-(1,4-oxazepan-4-yl)-2-(4-pyridyl)-1H-pyrimidin-6-one ClC1=C(N=C(NC1=O)C1=CC=NC=C1)N1CCOCCC1